O[C@@H]1C[C@H](N(C1)C([C@H](C(C)(C)C)NC(=O)C=1C=CC(=NC1)N1CCN(CC1)C(=O)OC(C)(C)C)=O)C(NCC1=CC=C(C=C1)C1=C(N=CS1)C)=O tert-butyl 4-(5-(((S)-1-((2S,4R)-4-hydroxy-2-((4-(4-methylthiazol-5-yl)benzyl)carbamoyl)pyrrolidin-1-yl)-3,3-dimethyl-1-oxobutan-2-yl)carbamoyl)pyridin-2-yl)piperazine-1-carboxylate